[2H]C1C(CC2=CC=CC=C12)(C1=CC=C(C=C1)C)[2H] 1,2-dideutero-2-(4-methylphenyl)-2,3-dihydro-1H-indene